FC=1C(=CC=2C3=C(NC(C2C1)=O)COC[C@@H]3N(C(C3=CC=CC=C3)=O)C)F (R)-N-(8,9-Difluoro-6-oxo-1,4,5,6-tetrahydro-2H-pyrano[3,4-c]isoquinolin-1-yl)-N-methylbenzamide